2-[(3-{3-[(4-cyano-2-fluorophenoxy)methyl]phenyl}-2,5-dihydro-1H-pyrrol-1-yl)methyl]-1-{[(2S)-oxetan-2-yl]methyl}-1H-1,3-benzodiazole-6-carboxylic acid C(#N)C1=CC(=C(OCC=2C=C(C=CC2)C=2CN(CC2)CC2=NC3=C(N2C[C@H]2OCC2)C=C(C=C3)C(=O)O)C=C1)F